CN1C(C=2N(CC1)C1=C(C2)C(=CC=N1)C=1C=NC=C(C1)C1=CC=C(C=C1)C(=O)N1CCOCC1)=O 7-methyl-4-(5-(4-(morpholine-4-carbonyl)phenyl)pyridin-3-yl)-8,9-dihydropyrido[3',2':4,5]pyrrolo[1,2-a]pyrazin-6(7H)-one